C1([C@@H](O)[C@H](O)[C@H](O)[C@@H](O1)C)N=[N+]=[N-] fucopyranosyl azide